5-hydroxy-naphthalene-1,4-dione OC1=C2C(C=CC(C2=CC=C1)=O)=O